BrC=1C=C(C=C2C(N(C(=NC12)C1COCCC1)C1CC1)=O)F 8-bromo-3-cyclopropyl-6-fluoro-2-tetrahydropyran-3-yl-quinazolin-4-one